6-(4-(4-(2-(2-aminopyridin-3-yl)-5-cyclopropyl-3H-imidazo[4,5-b]pyridin-3-yl)benzyl)piperazin-1-yl)pyrimidine-4-carbonitrile NC1=NC=CC=C1C1=NC=2C(=NC(=CC2)C2CC2)N1C1=CC=C(CN2CCN(CC2)C2=CC(=NC=N2)C#N)C=C1